ClC=1C=C(C=CC1C(=O)N1CCN(CC1)C(=O)C1CC[N+](CC1)(C)C)NC(=O)C=1N(C(=CN1)C=1C(=NN(C1)C1=NC=C(C=C1)NCC)C(F)(F)F)C N-[3-chloro-4-[4-(1,1-dimethylpiperidin-1-ium-4-carbonyl)piperazine-1-carbonyl]phenyl]-5-[1-[5-(ethylamino)-2-pyridyl]-3-(trifluoromethyl)pyrazol-4-yl]-1-methyl-imidazole-2-carboxamide